2-(trifluoromethyl)pyrimidine-5-carbonitrile FC(C1=NC=C(C=N1)C#N)(F)F